COC=1C=C(C(=O)NCCCC2=CC=C(C=C2)C=2C=C3C=NN(C3=CC2)C)C=C(C1OC)OC 3,4,5-trimethoxy-N-(3-(4-(1-methyl-1H-indazol-5-yl)phenyl)propyl)benzamide